tert-butyl 3-(2-((3-chloro-4-methylphenyl)amino)-2-oxoethyl)azetidine-1-carboxylate ClC=1C=C(C=CC1C)NC(CC1CN(C1)C(=O)OC(C)(C)C)=O